piperazine-2,6-diylbis(pentane-5,1-diyl) bis(2-heptylnonanoate) C(CCCCCC)C(C(=O)OCCCCCC1NC(CNC1)CCCCCOC(C(CCCCCCC)CCCCCCC)=O)CCCCCCC